acetylacetone cobalt(II) [Co+2].C(C)(=O)CC(C)=O